ClC1=C(C(=O)NC=2CC(C=CC2)=S(=O)=O)C(=CC(=C1)Cl)OC1=C(C=C(C=C1)F)C 2,4-dichloro-6-(4-fluoro-2-methylphenoxy)-N-(3-sulfonylphenyl)benzamide